BrC=1C=C2C=C3C=C4C=5C=CC=CC5C=5C=CC=CC5C4=CC3=C2C(C1)(C)C 12-bromo-10,10-dimethyl-10H-indeno[2,1-b]triphenylene